2-[1-[2-(3-Cyano-1-piperidyl)-6-methyl-4-oxo-chromen-8-yl]ethylamino]benzoic acid C(#N)C1CN(CCC1)C=1OC2=C(C=C(C=C2C(C1)=O)C)C(C)NC1=C(C(=O)O)C=CC=C1